C(C)(C)(C)OC(=O)N1CC(=CCC1)C1=C2C(=C(NC2=C(C=C1F)C(N)=O)C)C 3-(7-carbamoyl-5-fluoro-2,3-dimethyl-1H-indol-4-yl)-5,6-dihydropyridine-1(2H)-carboxylic acid tert-butyl ester